CC1=CC=C(C=C1)C(C=CC=CC1=CC=CC=C1)=O 1-(4-methylphenyl)-5-phenylpentan-2,4-dien-1-one